O=C[C@H](O)[C@@H](O)[C@H](O)[C@H](O)CO.[Mn].CN1N=C(C2=CC=CC(=C12)OC1CCN(CC1)C(\C=C\C=1SC(=CC1)C)=O)C1C(NC(CC1)=O)=O (E)-3-(1-methyl-7-((1-(3-(5-methylthiophen-2-yl)acryloyl)piperidin-4-yl)oxy)-1H-indazol-3-yl)piperidine-2,6-dione manganese compound with glucose